1,3-oxazolidine-2,5-dione O1C(NCC1=O)=O